CC1CCC(CN1)C(=O)NN 6-methylpiperidine-3-carbohydrazide